1-(4-(difluoromethoxy)phenyl)-7-ethoxy-1,8-naphthyridin-2(1H)-one FC(OC1=CC=C(C=C1)N1C(C=CC2=CC=C(N=C12)OCC)=O)F